C(C)(=O)OOC1=NC=CC(=C1OC1=C(C=C(C(=C1)N1C(N(C(=CC1=O)C(F)(F)F)C)=O)F)Cl)CC ethyl-[(3-{2-chloro-4-fluoro-5-[3-methyl-2,6-dioxo-4-(trifluoromethyl)-3,6-dihydropyrimidin-1(2H)-yl]phenoxy}pyridin-2-yl)oxy] acetate